3-Fluoro-4-aminobenzoic acid FC=1C=C(C(=O)O)C=CC1N